3-chlorobenzylamino-9-β-D-arabinofuranosylpurine ClC=1C=C(CNC2=NC=C3N=CN(C3=N2)[C@H]2[C@@H](O)[C@H](O)[C@H](O2)CO)C=CC1